BrC=1C=CC=2C(=NOC2)C1 6-bromobenzo[c]isoxazole